(2R)-1-[9-(1H-imidazol-2-yl)-8-methoxy-1-(2-thienyl)-5,6-dihydropyrrolo[2,1-a]isoquinoline-3-carbonyl]-2-methyl-pyrrolidine-2-carbonitrile N1C(=NC=C1)C1=C(C=C2CCN3C(C2=C1)=C(C=C3C(=O)N3[C@](CCC3)(C#N)C)C=3SC=CC3)OC